methyl (Z)-4-(deca-1,7-dien-4-yloxy)-2-hydroxy-3,6-dimethylbenzoate C=CCC(CC\C=C/CC)OC1=C(C(=C(C(=O)OC)C(=C1)C)O)C